6-{[(1R)-1-(4-chlorophenyl)-7-fluoro-5-[1-(4-fluorooxan-4-yl)-1-hydroxypropyl]-1-(2-hydroxyethoxy)-3-oxo-2,3-dihydro-1H-isoindol-2-yl]methyl}pyridine ClC1=CC=C(C=C1)[C@@]1(N(C(C2=CC(=CC(=C12)F)C(CC)(O)C1(CCOCC1)F)=O)CC1=CC=CC=N1)OCCO